(R)-4-(4-((4-(2,4-dioxotetrahydropyrimidin-1(2H)-yl)benzyl)(methyl)amino)piperidin-1-yl)-N-(5-(2-methoxy-2-phenylacetyl)-1,4,5,6-tetrahydropyrrolo[3,4-c]pyrazol-3-yl)benzamide O=C1N(CCC(N1)=O)C1=CC=C(CN(C2CCN(CC2)C2=CC=C(C(=O)NC=3C4=C(NN3)CN(C4)C([C@@H](C4=CC=CC=C4)OC)=O)C=C2)C)C=C1